C(#N)C=1C(=CC(=C(C1)NC([C@H](C(C1CC1)C1CC1)NC(OC(C)(C)C)=O)=O)F)C(C(NCC(F)(F)F)=O)C tert-butyl ((2S)-1-((5-cyano-2-fluoro-4-(1-oxo-1-((2,2,2-trifluoroethyl)amino)propan-2-yl)phenyl)amino)-3,3-dicyclopropyl-1-oxopropan-2-yl)carbamate